tert-butyl 4-(3-bromo-2-(2-(4-chlorophenyl)-2-hydroxypropoxy)phenyl)-5,6-dihydropyridine-1(2H)-carboxylate BrC=1C(=C(C=CC1)C1=CCN(CC1)C(=O)OC(C)(C)C)OCC(C)(O)C1=CC=C(C=C1)Cl